C=1(C(=CC=CC1)/C/1=C/C(=O)OC1=O)OC anisole-maleic anhydride